(aminomethyl)bicyclo[2.2.1]heptan-1-ol NCC1C2(CCC(C1)C2)O